dioleoyl-propyl-trimethylammonium chloride [Cl-].C(CCCCCCC\C=C/CCCCCCCC)(=O)C([N+](C)(C)CCC)C(CCCCCCC\C=C/CCCCCCCC)=O